ClC1=C(OC2=CC=C(C=C2)C2CCCN3C2=NS(CC3)(=O)=O)C=CC=C1 9-[4-(2-chlorophenoxy)phenyl]-3,4,6,7,8,9-hexahydropyrido[2,1-c][1,2,4]thiadiazine 2,2-dioxide